1-(4-chlorobenzyl)-3-(6-(4-(2-hydroxy-2-methylpropyl)piperazine-1-carbonyl)spiro[3.3]hept-2-yl)urea ClC1=CC=C(CNC(=O)NC2CC3(C2)CC(C3)C(=O)N3CCN(CC3)CC(C)(C)O)C=C1